(4S)-2-(sec-butyl)-4-methyl-2,3,4,6,7,8-hexahydro-5H-chromen-5-one C(C)(CC)C1OC=2CCCC(C2[C@H](C1)C)=O